C(C)(C)OC1=NC=2N(C=C1C(=O)NC=1C(N(C=CC1)C1C(C1)C)=O)C=C(N2)[C@@]21CO[C@@](CC2)(C1)C 7-isopropoxy-2-((1s,4r)-1-methyl-2-oxabicyclo[2.2.1]hept-4-yl)-N-(1-(2-methylcyclopropyl)-2-oxo-1,2-dihydropyridin-3-yl)imidazo[1,2-a]pyrimidine-6-carboxamide